OCCN1CCC(CC1)C(=O)NC=1N=CC2=CC=C(C=C2C1)C=1C=NN(C1)C 1-(2-hydroxyethyl)-N-(6-(1-methyl-1H-pyrazol-4-yl)isoquinolin-3-yl)piperidine-4-carboxamide